ethyl (2S)-2-[4-bromo-2-(4-ethoxy-4,5-dihydroisoxazol-3-yl)phenoxy]-3-cyclopropylpropanoate BrC1=CC(=C(O[C@H](C(=O)OCC)CC2CC2)C=C1)C1=NOCC1OCC